NC=1N=C(C(=NC1)C#N)N1[C@H](CCC1)C (S)-5-amino-3-(2-methylpyrrolidin-1-yl)pyrazine-2-carbonitrile